(S)-2-ethylhexanoate C(C)[C@H](C(=O)[O-])CCCC